1-(3-Fluoro-bicyclo[1.1.1]pent-1-yl)-3-(3-trifluoromethyl-benzyl)-urea FC12CC(C1)(C2)NC(=O)NCC2=CC(=CC=C2)C(F)(F)F